2-(1-(5-bromopyridin-3-yl)cyclopropyl)-3,5,6,7,8,9-hexahydro-4H-pyrimido[5,4-c]azepin-4-one BrC=1C=C(C=NC1)C1(CC1)C=1NC(C=2CNCCCC2N1)=O